(2S,5R)-6-hydroxy-3-methyl-N-(oxetan-3-yl)-7-oxo-1,6-diazabicyclo[3.2.1]oct-3-ene-2-carboxamide ON1[C@@H]2C=C([C@H](N(C1=O)C2)C(=O)NC2COC2)C